(S)-4-(2-(4-(2-acetyl-5-chlorophenyl)-5-methoxy-2-oxopyridin-1(2H)-yl)-4-(tert-butoxy)butyrylamino)-N-methylbenzamide C(C)(=O)C1=C(C=C(C=C1)Cl)C1=CC(N(C=C1OC)[C@H](C(=O)NC1=CC=C(C(=O)NC)C=C1)CCOC(C)(C)C)=O